5-Acetoxy-5,6-dihydro-1-(3-phenylpropanoyl)-2(1H)-pyridinone C(C)(=O)OC1C=CC(N(C1)C(CCC1=CC=CC=C1)=O)=O